ClC1=CC=C(C=C1)N1N=C(C=C1)OCC(C)N(C(CCCCCC)=O)OC N-(1-((1-(4-chlorophenyl)-1H-pyrazol-3-yl)oxy)propan-2-yl)-N-methoxyheptanamide